4-oxo-4-[3-(trifluoromethyl)-5,6-dihydro-[1,2,4]triazolo[4,3-a]pyrazin-7(8H)-yl]-1-(2,4,5-trifluoro-phenyl)but-2-en-2-amine O=C(C=C(CC1=C(C=C(C(=C1)F)F)F)N)N1CC=2N(CC1)C(=NN2)C(F)(F)F